C(C)C1=CC=C2C=NN(C2=C1NS(=O)(=O)C=1C=NN(C1)C1=NC=C(C=C1)OC)C N-(6-ETHYL-1-METHYL-1H-INDAZOL-7-YL)-1-(5-METHOXYPYRIDIN-2-YL)-1H-PYRAZOLE-4-SULFONAMIDE